5-(2-bromoethoxy)-3-(trifluoromethyl)-1,2-benzenediamine BrCCOC1=CC(=C(C(=C1)N)N)C(F)(F)F